(R)-2-Chloro-4-(8-(2-fluoro-4-(2-oxo-7-azaspiro[3.5]nonane-7-carbonyl)phenyl)-3-methyl-2,8-diazaspiro[4.5]decan-2-yl)benzonitrile ClC1=C(C#N)C=CC(=C1)N1CC2(C[C@H]1C)CCN(CC2)C2=C(C=C(C=C2)C(=O)N2CCC1(CC(C1)=O)CC2)F